SC(C(=O)OCCO)(C)S ethylene Glycol Dimercaptopropionate